(4-(5-chlorooxazolo[4,5-b]pyridin-2-yl)piperazin-1-yl)(4-(5-(1-fluoro-2-methylpropan-2-yl)-1,2,4-oxadiazol-3-yl)phenyl)methanone ClC1=CC=C2C(=N1)N=C(O2)N2CCN(CC2)C(=O)C2=CC=C(C=C2)C2=NOC(=N2)C(CF)(C)C